isopropyl-1,2,4,5-cyclohexanetetracarboxylic acid C(C)(C)C1(C(CC(C(C1)C(=O)O)C(=O)O)C(=O)O)C(=O)O